CN1CC(C1)(C)[C@@](C=1C=C(C=CC1)C1=NOC(=N1)C(C)(C)O)(C1=CC=C(C=C1)C(C)C)O 2-(3-{3-[(S)-(1,3-Dimethyl-azetidin-3-yl)-hydroxy-(4-isopropyl-phenyl)-methyl]-phenyl}-[1,2,4]oxadiazol-5-yl)-propan-2-ol